tert-butyl 4-(2-(tert-butyldimethylsilyl)thiazol-5-yl)piperidine-1-carboxylate [Si](C)(C)(C(C)(C)C)C=1SC(=CN1)C1CCN(CC1)C(=O)OC(C)(C)C